2-(2H-TETRAZOL-5-YL)ACETIC ACID N=1NN=NC1CC(=O)O